2-docosylamino-5-nitropyridine C(CCCCCCCCCCCCCCCCCCCCC)NC1=NC=C(C=C1)[N+](=O)[O-]